N1=CC=C(C=C1)C1=CC=CC=2CCOC21 7-(pyridin-4-yl)-2,3-dihydrobenzofuran